1-(3-fluoropropyl)azetidin FCCCN1CCC1